3-(5-(2-(cyclohexylamino)-5-(N-methylaminosulfonyl)phenyl)-2H-tetrazol-2-yl)piperidine-1-carboxylic acid tert-butyl ester C(C)(C)(C)OC(=O)N1CC(CCC1)N1N=C(N=N1)C1=C(C=CC(=C1)S(=O)(=O)NC)NC1CCCCC1